ClC1=C(C=CC=C1C=1C(=NNC1)F)C(=O)N1C[C@H]2CO[C@](CN2CC1)(O)C1=CC(=C(C=C1)F)F (2-chloro-3-(3-fluoro-1H-pyrazol-4-yl)phenyl)((3R,9aS)-3-(3,4-difluorophenyl)-3-hydroxyhexahydropyrazino[2,1-c][1,4]oxazin-8(1H)-yl)methanone